tert-butyl (S)-(2-oxoazepan-3-yl)carbamate O=C1NCCCC[C@@H]1NC(OC(C)(C)C)=O